N-((3-nitro-4-(6-(oxetan-3-yl)-2,6-diazaspiro[3.4]octan-2-yl)phenyl)sulfonyl)benzamide [N+](=O)([O-])C=1C=C(C=CC1N1CC2(C1)CN(CC2)C2COC2)S(=O)(=O)NC(C2=CC=CC=C2)=O